N-cyclopropylpicolinamide C1(CC1)NC(C1=NC=CC=C1)=O